C1(=CC=C(C=C1)CCNC(=O)[C@@H]1CN(CC[C@H]1NC(=O)C1=NOC(=C1)C1=C(C=C(C=C1)F)F)C1CCCCC1)C |o1:11,16| (3R*,4R*)-1-Cyclohexyl-4-{[5-(2,4-difluoro-phenyl)-isoxazole-3-carbonyl]-amino}-piperidine-3-carboxylic acid (2-p-tolyl-ethyl)-amide